6-(8-((5-(trifluoromethoxy)pyridin-2-yl)sulfonyl)-8-azaspiro[4.5]dec-2-yl)-2-oxa-6-azaspiro[3.3]heptane FC(OC=1C=CC(=NC1)S(=O)(=O)N1CCC2(CCC(C2)N2CC3(COC3)C2)CC1)(F)F